C(CCCCCCCC)N(CCOC(CNCCCCCCCCC)=O)CCCCCCCCC (2-(dinonylamino)ethyl)-N-nonylglycinate